[Ni].[Cu].[Li] lithium copper nickel